{4-[(4-Methoxyphenylamino)-methyl]-2,6-dimethylphenyl}-carbamic acid propyl ester C(CC)OC(NC1=C(C=C(C=C1C)CNC1=CC=C(C=C1)OC)C)=O